C(=O)(O)C(C(CC(C(=O)O)C1=CCCCC1)CCCCCC)CCC 5-carboxyl-4-hexyl-2-cyclohexenyl-1-octanoic acid